(Z)-1-Oxacyclopentadec-12-en-2-one O1C(CCCCCCCCC\C=C/CC1)=O